ClC=1C=C(CNC[C@H](O)C2=C(C=CC(=C2)OC)OC)C=C(C1)C (R)-2-((3-chloro-5-methylbenzyl)-amino)-1-(2,5-dimethoxyphenyl)ethan-1-ol